methyl (1S,3S)-3-((2-cyclopropyl-6-(5-(hydroxymethyl)-1-methyl-1H-1,2,3-triazol-4-yl)pyridin-3-yl)oxy)cyclohexane-1-carboxylate C1(CC1)C1=NC(=CC=C1O[C@@H]1C[C@H](CCC1)C(=O)OC)C=1N=NN(C1CO)C